(S)-[5-amino-6-oxo-6-({2-[(α-D-mannopyranosyl)oxy]ethyl}amino) hexyl]carbamate N[C@@H](CCCCNC([O-])=O)C(NCCO[C@@H]1[C@@H](O)[C@@H](O)[C@H](O)[C@H](O1)CO)=O